O1C(=CC=2C1=NC=CC2)C(NC(C)=O)C=2C=NC=CC2 N-(furo[2,3-b]pyridin-2-yl(pyridin-3-yl)methyl)acetamide